COC(=O)C1=C2N(C=CC=C1)CC=N2 Imidazo[1,2-a]Azepine-9-carboxylic acid methyl ester